4-(piperidin-4-yloxy)pyridine-2-carboxamide N1CCC(CC1)OC1=CC(=NC=C1)C(=O)N